1-(6-methyl-1H-indazol-4-yl)-ethanamine CC1=CC(=C2C=NNC2=C1)C(C)N